C1(CC1)C=1SC2=C(N(C(N=C2N(C)C)=O)C=2C=C(C(=O)NC3=C(C(=CC=C3F)F)F)C=CC2)N1 3-[2-cyclopropyl-7-(dimethylamino)-5-oxo-[1,3]thiazolo[4,5-d]pyrimidin-4-yl]-N-(2,3,6-trifluorophenyl)benzamide